(S)-6-(2-aminopropyl)-7-methyl-N-(thiophen-2-ylmethyl)thieno[3,2-d][1,2,3]triazin N[C@H](CC1=C(C=2N(NN=CC2S1)CC=1SC=CC1)C)C